3-decene-1-ol acetate C(C)(=O)OCCC=CCCCCCC